(±)-3-isopropoxy-4-(3-(trifluoromethyl)phenoxy)piperidine-1-carboxylic acid trans-tert-butyl ester C(C)(C)(C)OC(=O)N1CC(C(CC1)OC1=CC(=CC=C1)C(F)(F)F)OC(C)C